COC1=CC=C(C=C1)C1=CN(C=C1)C 3-(4-methoxyphenyl)-1-methyl-1H-pyrrole